FC(C1CN(CCO1)C=1C=CC2=C(N=C(O2)C2=C3C=C(N=CC3=C(N=C2)NC)NC(=O)C2CC2)C1)F N-(5-(5-(2-(difluoromethyl)morpholinyl)benzo[d]oxazol-2-yl)-8-(methylamino)-2,7-naphthyridin-3-yl)cyclopropanecarboxamide